OC1=C(C=C(C=C1)C)C1=NC(=C2N1CCCC2)C=2C(=NC=CC2)O 3-(3-(2-hydroxy-5-methylphenyl)-5,6,7,8-tetrahydroimidazo[1,5-a]pyridine-1-yl)pyridine-2-ol